C(CC)(=O)[O-].C(CC)(=O)[O-].C(CC)(=O)[O-].C(CC)(=O)[O-].[Ti+4] titanium tetrapropionate